NC1=C2C(=NC=N1)N(N=C2C2=NOC(=C2)C2CC2)C(C(=O)OCC)(C(=O)OCC)C diethyl 2-(4-amino-3-(5-cyclopropylisoxazol-3-yl)-1H-pyrazolo[3,4-d]pyrimidin-1-yl)-2-methylmalonate